C(C)(CC)OC(C)CC secondary butyl ether